C(C)OC(=O)C1(OC2=C(C1O[Si](C)(C)C(C)(C)C)C=C(C=C2)Br)C 5-bromo-3-((tert-butyldimethylsilyl)oxy)-2-methyl-2,3-dihydrobenzofuran-2-carboxylic acid ethyl ester